(1S,3S)-3-((2-methyl-6-(1-methyl-5-(((((5,5,5-trifluoropentyl)oxy)carbonyl)amino)methyl)-1H-1,2,3-triazol-4-yl)pyridin-3-yl)oxy)cyclohexane-1-carboxylic acid CC1=NC(=CC=C1O[C@@H]1C[C@H](CCC1)C(=O)O)C=1N=NN(C1CNC(=O)OCCCCC(F)(F)F)C